(2,6-Dichloropyridin-4-yl)methyl-L-alloisoleucinate hydrochloride Cl.ClC1=NC(=CC(=C1)CN[C@@H]([C@H](C)CC)C(=O)O)Cl